OC1=C(C=CC(=C1)O)C1=NC=NC=N1 2-(2,4-dihydroxyphenyl)-1,3,5-triazin